1,4-bis(2-oxo-10-sulfo-3-bornylidene-methyl)-benzene O=C1C2(CCC(C1=CC1=CC=C(C=C1)C=C1C(C3(CCC1C3(C)C)CS(=O)(=O)O)=O)C2(C)C)CS(=O)(=O)O